BrC=1C(=NC(=NC1)NC=1C(=CC(=C(C(=O)O)C1)N1CCC(CC1)C(OC)OC)OC)NC1=C(C=C(C=C1)O)N(S(=O)(=O)C)C 5-((5-bromo-4-((4-hydroxy-2-(N-methylmethanesulfonamido)phenyl)amino)pyrimidin-2-yl)amino)-2-(4-(dimethyl-Oxymethyl)piperidin-1-yl)-4-methoxybenzoic acid